(E)-N-(2-methoxy-5-(4-(4-(4-oxopent-2-enoyl)piperazin-1-yl)pyrido[3,2-d]pyrimidin-6-yl)pyridin-3-yl)-4-methyl-pyridine-3-sulfonamide COC1=NC=C(C=C1NS(=O)(=O)C=1C=NC=CC1C)C=1C=CC=2N=CN=C(C2N1)N1CCN(CC1)C(\C=C\C(C)=O)=O